(2RS,4aRS,9bSR)-2,8-dimethyl-4,4a,5,9b-tetrahydroindeno[1,2-d][1,3]dioxine C[C@@H]1OC[C@@H]2[C@H](O1)C1=CC(=CC=C1C2)C |r|